Methyl (R)-2-((methoxy-d3)methyl)-2-((5-nitro-1-(phenylsulfonyl)-1H-pyrrolo[2,3-b]pyridin-4-yl)amino)propanoate C(OC[C@@](C(=O)OC)(C)NC1=C2C(=NC=C1[N+](=O)[O-])N(C=C2)S(=O)(=O)C2=CC=CC=C2)([2H])([2H])[2H]